ClC=1C=C(C=CC1F)NC(N([C@@H](C)C1=CNC(C2=CC=CC=C12)=O)CCCOC)=O (S)-3-(3-chloro-4-fluorophenyl)-1-(3-methoxypropyl)-1-(1-(1-oxo-1,2-dihydroisoquinolin-4-yl)ethyl)urea